ClC=1C=NC(=NC1)NC1CCN(CC1)S(=O)(=O)C=1C=C(C=CC1)N1CCC(CC1)CN1CCN(CC1)C=1C=C2CN(C(C2=CC1F)=O)C1C(NC(CC1)=O)=O 3-(5-(4-((1-(3-((4-((5-chloropyrimidin-2-yl)amino)piperidin-1-yl)sulfonyl)phenyl)-piperidin-4-yl)methyl)piperazin-1-yl)-6-fluoro-1-oxoisoindolin-2-yl)piperidine-2,6-dione